5,6-Epoxy-8,11,14-eicosatrienoic acid C(CCCC1C(CC=CCC=CCC=CCCCCC)O1)(=O)O